propylpropyltrimethoxysilane C(CC)CO[Si](OC)(OC)CCC